3-({[(4R)-7-[(4-fluoro-3-methoxyphenyl)(methyl)amino]-3,4-dihydro-2H-1-benzopyran-4-yl]methyl}amino)pyridine-4-carboxylic acid methyl ester COC(=O)C1=C(C=NC=C1)NC[C@@H]1CCOC2=C1C=CC(=C2)N(C)C2=CC(=C(C=C2)F)OC